NC[C@H](CCCCNS(=O)(=O)C1=C(C=CC=C1)[N+](=O)[O-])N(C([C@@H](CC(=O)O)CC1=CC=CC=C1)=O)C (R)-4-(((S)-1-amino-6-((2-nitrophenyl)sulfonamido)hexan-2-yl)(methyl)amino)-3-benzyl-4-oxobutanoic acid